cis-Geranylaceton C(\C=C(/C)\CCC=C(C)C)CC(C)=O